3-[5-(2-bromoethoxy)-2-methoxy-7-(trifluoromethyl)benzimidazol-1-yl]-1-methyl-cyclobutanol BrCCOC1=CC2=C(N(C(=N2)OC)C2CC(C2)(O)C)C(=C1)C(F)(F)F